(R)-4-(2-(5-cyclopropyl-4,7-difluoro-3,3-dimethyl-2-oxoindol-1-yl)acetamido)-3-fluorobutyric acid methyl ester COC(C[C@H](CNC(CN1C(C(C2=C(C(=CC(=C12)F)C1CC1)F)(C)C)=O)=O)F)=O